5-(1-((S)-pyrrolidin-2-yl)propoxy)isobenzofuran-1(3H)-one N1[C@@H](CCC1)C(CC)OC=1C=C2COC(C2=CC1)=O